N-[4-(2,6-dimethylphenyl)-5-iodo-pyrimidin-2-yl]-3-nitro-benzenesulfonamide CC1=C(C(=CC=C1)C)C1=NC(=NC=C1I)NS(=O)(=O)C1=CC(=CC=C1)[N+](=O)[O-]